ClC=1C(=C2C=NNC2=C(C1F)NCC#C)C=1N=CC=2N(C1)C=C(N2)NC(=O)C2C(C2)F N-(6-(5-chloro-6-fluoro-7-(prop-2-yn-1-ylamino)-1H-indazol-4-yl)imidazo[1,2-a]pyrazin-2-yl)-2-fluorocyclopropane-1-carboxamide